5-[1-(2-fluoro-6-methyl-phenyl)-piperidin-4-yl]-7-(2-isopropoxy-benzyl)-2-methyl-2,4,5,7-tetrahydro-pyrazolo[3,4-d]pyrimidin-6-one FC1=C(C(=CC=C1)C)N1CCC(CC1)N1C(N(C=2C(C1)=CN(N2)C)CC2=C(C=CC=C2)OC(C)C)=O